C(C)(C)OC=1C(=NC=CC1)NCC1=C(N=NN1C)C1=CC=C(C(=N1)C)O[C@@H]1C[C@H](CCC1)C(=O)O (1S,3S)-3-((6-(5-(((3-isopropoxypyridin-2-yl)amino)methyl)-1-methyl-1H-1,2,3-triazol-4-yl)-2-methyl-pyridin-3-yl)oxy)cyclohexane-1-carboxylic acid